ClC1=CC=CC(=N1)[C@@](CNC(=O)C=1SC(=NN1)C1=C(C=C(C=C1)F)F)(C)C=1C=NN(C1)C N-[(2S)-2-(6-chloro-2-pyridyl)-2-(1-methylpyrazol-4-yl)propyl]-5-(2,4-difluorophenyl)-1,3,4-thiadiazole-2-carboxamide